ClC=1C=C(CC=2OC(=C(N2)C2=CC=C(OCC3=CC=C(C(=O)OC(C)(C)C)C=C3)C=C2)C)C=CC1 tert-Butyl 4-((4-(2-(3-chlorobenzyl)-5-methyloxazol-4-yl)phenoxy)methyl)benzoate